BrC=1C(=CC(=C(OCCCC(=O)O)C1)C=1OC2=C(C=CC=C2C(C1)=O)Cl)OC 4-[5-bromo-2-(8-chloro-4-oxo-chromen-2-yl)-4-methoxy-phenoxy]butanoic acid